NC1=CC=C(C(=O)N2C[C@H](CC2)NC(OC(C)(C)C)=O)C=C1 (S)-tert-butyl (1-(4-aminobenzoyl)pyrrolidin-3-yl)carbamate